1,3-bis(2,6-Di-3-pentylphenyl)imidazol CCC(CC)C1=C(C(=CC=C1)C(CC)CC)N1CN(C=C1)C1=C(C=CC=C1C(CC)CC)C(CC)CC